CN(C(=O)Cl)C N,N-Dimethylcarbamyl chloride